NCCNC=1C=NC2=CC=C(C=C2N1)C(=O)C=1C=C(C=CC1F)NC(=O)NC1=CC(=CC=C1)F 1-(3-(3-((2-aminoethyl)amino)quinoxaline-6-carbonyl)-4-fluorophenyl)-3-(3-fluorophenyl)urea